ClC=1C=C(C(=O)NC2=CC(=CC=C2)[C@H](C)NC=2C=NC=3C(N2)=NN(C3)CC)C=CC1N1CCOCC1 (S)-3-chloro-N-(3-(1-((2-ethyl-2H-pyrazolo[3,4-b]pyrazin-6-yl)amino)ethyl)phenyl)-4-morpholinobenzamide